[(E)-amino(4-aminophenyl)methylene]hydroxylamine N\C(\C1=CC=C(C=C1)N)=N\O